(R or S)-8-(1-aminoethyl)-2-(ethylthio)-3,6-dimethylquinazolin-4(3H)-one N[C@H](C)C=1C=C(C=C2C(N(C(=NC12)SCC)C)=O)C |o1:1|